C(CCC=C)N1N=C(C2=CC=CC=C12)CCCC(=O)[O-] 1-(pent-4-en-1-yl)-1H-indazole-3-butanoate